[Si](C)(C)(C(C)(C)C)OC(CC1=C(C=C(C=C1)C=1C=C2C(=NN=C(C2=CC1)NCC1=C(C=C(C=C1)OC)OC)C)Cl)C 6-[4-[2-[tert-butyl(dimethyl)silyl]oxypropyl]-3-chlorophenyl]-N-[(2,4-dimethoxyphenyl)methyl]-4-methylphthalazin-1-amine